(Z)-N-[α-(cyclopropylmethoxyimino)-2,3-difluoro-6-(trifluoromethyl)benzyl]-2-phenylacetamide C1(CC1)CO\N=C(\C1=C(C(=CC=C1C(F)(F)F)F)F)/NC(CC1=CC=CC=C1)=O